(Sa)-6-(4-chloro-1-(4-(cyclopent-1-en-1-yl)-3-fluorobenzyl)-1H-indazole-7-carboxamido)spiro[3.3]heptane-2-carboxylic acid ClC1=C2C=NN(C2=C(C=C1)C(=O)NC1CC2(CC(C2)C(=O)O)C1)CC1=CC(=C(C=C1)C1=CCCC1)F